N-(4-(2,6-difluorophenyl)-5-(6-methoxy-2-pyridinyl)-4H-1,2,4-triazol-3-yl)-1-methoxy-1-(5-methyl-2-pyrimidinyl)-2-propanesulfonamide FC1=C(C(=CC=C1)F)N1C(=NN=C1C1=NC(=CC=C1)OC)NS(=O)(=O)C(C(C1=NC=C(C=N1)C)OC)C